F[As-](F)(F)(F)(F)F.O=[N+]=O nitronium hexafluoroarsenate